(S)-3-(3-(4-hydroxy-1-methyl-2-oxo-1,2-dihydropyridin-3-yl)ureido)-3-(3-(thiophen-2-yl)phenyl)propanoic acid ethyl ester C(C)OC(C[C@@H](C1=CC(=CC=C1)C=1SC=CC1)NC(=O)NC=1C(N(C=CC1O)C)=O)=O